4-Methylbenzenesulfonic acid (S)-1-methoxypropan-2-yl ester COC[C@H](C)OS(=O)(=O)C1=CC=C(C=C1)C